N-(2-((1r,4r)-4-(hydroxymethyl)cyclohexyl)-5-methoxybenzo[d]thiazol-6-yl)-6-(trifluoromethyl)picolinamide tert-butyl-(6-bromo-2-oxo-1,2,3,4-tetrahydro-1,8-naphthyridin-3-yl)carbamate C(C)(C)(C)N(C(O)=O)C1C(NC2=NC=C(C=C2C1)Br)=O.OCC1CCC(CC1)C=1SC2=C(N1)C=C(C(=C2)NC(C2=NC(=CC=C2)C(F)(F)F)=O)OC